COC=1C(C(=CC(=CC=CC=CC(=C(C=C2C=CC(=C(C(C(N3C(C(OCCC(C(C=C(C1)C)C)=O)=O)=CC=CC3)=O)=O)O2)C)OC)C)C)C)=O 10,21-dimethoxy-6,8,12,14,20,26-hexamethyl-23,27-epoxy-3H-pyrido[2,1-c][1,4]-oxaazacyclohentriacontine-1,5,11,28,29(4H,6H,31H)-pentone